OC1=C(C=CC=C1)C=CCN1C=NC=C1 1-[3-(2-hydroxyphenyl)prop-2-enyl]imidazole